3-methylisoxazole-5-carboxamide CC1=NOC(=C1)C(=O)N